ClC=1C(=C(C=CC1)N1CCC=2C=3C1=NC=NC3C=CC2NC(\C=C\CNC2CC2)=O)F (E)-N-(4-(3-chloro-2-fluorophenyl)-5,6-dihydro-4H-pyrido[2,3,4-de]quinazolin-7-yl)-4-(cyclopropylamino)but-2-enamide